(R)-N-(4-(1-methyl-2-oxo-2,3,4,5-tetrahydro-1H-benzo[b]azepine-7-yl)-5,6,7,8-tetrahydroisoquinolin-8-yl)propanamide CN1C2=C(CCCC1=O)C=C(C=C2)C2=CN=CC=1[C@@H](CCCC21)NC(CC)=O